3-(N-(4-chloro-5-cyano-2-(pyrrol-1-yl)phenyl)sulfamoyl)-4-cyclopropylbenzoic Acid ClC1=CC(=C(C=C1C#N)NS(=O)(=O)C=1C=C(C(=O)O)C=CC1C1CC1)N1C=CC=C1